methyl (3-chloro-4-methylphenyl)carbamate ClC=1C=C(C=CC1C)NC(OC)=O